3-(6-(3,3-difluoro-1-(piperidin-4-ylmethyl)piperidin-4-yl)-1-methyl-1H-indazol-3-yl)piperidine-2,6-dione FC1(CN(CCC1C1=CC=C2C(=NN(C2=C1)C)C1C(NC(CC1)=O)=O)CC1CCNCC1)F